C(C)(C)(C)OC(=O)N1C[C@@H](N(CC1)C=1C2=C(N=CN1)N(C=C2C2=NC=CC=C2)S(=O)(=O)C2=CC=C(C)C=C2)C tert-Butyl-(S)-3-methyl-4-(5-(pyridin-2-yl)-7-tosyl-7H-pyrrolo[2,3-d]pyrimidin-4-yl)piperazine-1-carboxylate